N-[1,2-bis(4-chlorophenyl)-2-[(E)-(4-chlorophenyl)methyleneamino]ethyl]-4-chloro-benzamide ClC1=CC=C(C=C1)C(C(/N=C/C1=CC=C(C=C1)Cl)C1=CC=C(C=C1)Cl)NC(C1=CC=C(C=C1)Cl)=O